[Br-].[Eu+3].[Br-].[Br-] Europium(III) bromide